FC1=C(C=CC(=C1)F)S(=O)(=O)NC=1C(=NC=C(C1)C=1C=C2C(=NC=NC2=CC1)N1CCN(CC1)C(C(=C)F)=O)OC 2,4-difluoro-N-(5-(4-(4-(2-fluoroacryloyl)piperazin-1-yl)quinazolin-6-yl)-2-methoxypyridin-3-yl)benzenesulfonamide